CC1=C2C(=CC(=C1)O2)C (2,6-dimethyl-p-phenylene) oxide